CC1(C=CC(CC1)=O)C 4,4-dimethylcyclohex-2-en-1-one